FC(CNC(OCC(CC=1C=2N(N=C(C1)C=1C(=NC(=NC1)OC)OC)N=CN2)(F)F)=O)(F)F 6-(2,4-dimethoxypyrimidin-5-yl)-[1,2,4]triazolo[1,5-b]pyridazin-8-yl-2,2-difluoropropyl (2,2,2-trifluoroethyl)carbamate